2'-fluoromethylene-2'-deoxy-cytidine FC=C1[C@@H](O[C@@H]([C@H]1O)CO)N1C(=O)N=C(N)C=C1